2,6-bis((E)-2-(5-(diphenylamino)thiophen-2-yl)vinyl)-4H-pyran C1(=CC=CC=C1)N(C1=CC=C(S1)/C=C/C=1OC(=CCC1)\C=C\C=1SC(=CC1)N(C1=CC=CC=C1)C1=CC=CC=C1)C1=CC=CC=C1